6-fluoro-5-(4-fluoro-1-(2-fluoroethyl)-2-methyl-1H-benzo[d]imidazol-6-yl)-N-((3R,4R)-3-fluoro-1-(oxetan-3-yl)piperidin-4-yl)-4-methoxypyrrolo[2,1-f][1,2,4]triazin-2-amine FC=1C(=C2C(=NC(=NN2C1)N[C@H]1[C@@H](CN(CC1)C1COC1)F)OC)C=1C=C(C2=C(N(C(=N2)C)CCF)C1)F